3-oxo-3,4-dihydro-2H-pyrazine O=C1CNC=CN1